C(C)N1[C@H](C(=CCC1)C1=CC=2C(=NC=CC2NC=2C(=CC3=C(N=CS3)C2)F)S1)C (S)-N-(2-(1-ethyl-2-methyl-1,2,5,6-tetrahydropyridin-3-yl)thieno[2,3-b]pyridin-4-yl)-6-fluorobenzo[d]thiazol-5-amine